6-chloro-2-(trifluoromethyl)pyridine-3-carbaldehyde ClC1=CC=C(C(=N1)C(F)(F)F)C=O